ClC1=NC=C(C=N1)CN1CCC2(CC1)OCCC1=C2C=C(S1)CC 1'-[(2-chloropyrimidin-5-yl)methyl]-2-ethyl-spiro[6,7-dihydrothieno[3,2-C]pyran-4,4'-piperidine]